2,3,5-triamino-1,4-naphthoquinone NC=1C(C2=CC=CC(=C2C(C1N)=O)N)=O